trans-(rac-(2R,3S,4S)-1-(1-(4-fluorophenyl)-1H-indazol-5-yl)-2-(4-methoxyphenyl)-4-methyl-5-oxopyrrolidin-3-yl)carbamic acid benzyl ester C(C1=CC=CC=C1)OC(N[C@@H]1[C@H](N(C([C@H]1C)=O)C=1C=C2C=NN(C2=CC1)C1=CC=C(C=C1)F)C1=CC=C(C=C1)OC)=O |r|